NCC=1C=CC=C2C3=C(COC12)C=CC(=C3)COC3=C(C=CC=C3)C(C(=O)O)(C)C 2-(2-((4-(aminomethyl)-6H-benzo[c]chromen-9-yl)methoxy)phenyl)-2-methylpropanoic acid